1-(3-fluorophenyl)-1H-pyrazole-4-carbaldehyde FC=1C=C(C=CC1)N1N=CC(=C1)C=O